1,1,3,3-tetramethyl-1,3-dithien-2-yldisiloxane C[Si](O[Si](C=1SC=CC1)(C)C)(C=1SC=CC1)C